1,2,4,6-O-tetranonenyl-sorbitol C(=CCCCCCCC)C(O)[C@](O)([C@@H](O)[C@](O)([C@H](O)COC=CCCCCCCC)C=CCCCCCCC)C=CCCCCCCC